[(2-{2'-chloro-5'-methoxy-6-methyl-[4,4'-bipyridine]-3-amido}-[1,3]thiazolo[5,4-b]pyridin-5-yl)amino]pentanoic Acid ClC1=NC=C(C(=C1)C1=C(C=NC(=C1)C)C(=O)NC=1SC2=NC(=CC=C2N1)NC(C(=O)O)CCC)OC